(±)-sec-Butyl 2-((2-chloro-4-(4-(3-chlorophenyl)-trans-2,3-dimethylpiperazine-1-carbonyl)phenyl)sulfinyl)acetate ClC1=C(C=CC(=C1)C(=O)N1[C@H]([C@@H](N(CC1)C1=CC(=CC=C1)Cl)C)C)S(=O)CC(=O)OC(C)CC